3-((TERT-BUTOXYCARBONYL)(2-((TERT-BUTOXYCARBONYL)AMINO)ETHYL)AMINO)-2-(((TERT-BUTOXYCARBONYL)(2-((TERT-BUTOXYCARBONYL)AMINO)ETHYL)AMINO)METHYL)PROPANOIC ACID C(C)(C)(C)OC(=O)N(CC(C(=O)O)CN(CCNC(=O)OC(C)(C)C)C(=O)OC(C)(C)C)CCNC(=O)OC(C)(C)C